methylenebis(2-(isohexyl)cyclohexylamine) C(NC1C(CCCC1)CCCC(C)C)NC1C(CCCC1)CCCC(C)C